C(CCC)O[Sb]([O-])[O-] Butylantimonit